N1=NC=CC2=CC(=CC=C12)N cinnolin-6-amine